C(#N)C=1C(=C(C=CC1F)C1=CN=C(N1C)C(=O)N)F 5-(3-cyano-2,4-difluoro-phenyl)-1-methyl-imidazole-2-carboxamide